CN(C)CC1=CC(=C(C=C1)C=1C=2N(C(=NC1)NCC1OC3=C(C1)C=C(C=C3)F)C=C(N2)C#N)C 8-(4-((dimethylamino)methyl)-2-methylphenyl)-5-(((5-fluoro-2,3-dihydrobenzofuran-2-yl)methyl)amino)imidazo[1,2-c]pyrimidine-2-carbonitrile